3-ethylfuran-2,5-dione C(C)C=1C(OC(C1)=O)=O